C[C@]12CC(C[C@](CC1)(N2)C)N(C2=CC=C(N=N2)C2=C(C=C(C=C2F)C=2C=NN(C2)C)O)C 2-(6-(((1R,3S,5S)-1,5-dimethyl-8-azabicyclo[3.2.1]octan-3-yl)(methyl)amino)pyridazin-3-yl)-3-fluoro-5-(1-methyl-1H-pyrazol-4-yl)phenol